5-[(2-Aminoethyl)amino]-N-(3-carbamoyl-1-pyridin-3-yl-1H-pyrazol-4-yl)pyrazolo[1,5-a]pyrimidin-3-carboxamid NCCNC1=NC=2N(C=C1)N=CC2C(=O)NC=2C(=NN(C2)C=2C=NC=CC2)C(N)=O